C(#N)C1=CC=C(CCN[C@H](C(=O)NC2=NC=C(C=C2)C=2C=NN(C2)C)C2=CC(=CC=C2)OC)C=C1 |r| (S)- and (R)-2-((4-cyanophenethyl)amino)-2-(3-methoxyphenyl)-N-(5-(1-methyl-1H-pyrazol-4-yl)pyridin-2-yl)acetamide